5-[2-(difluoromethoxy)phenyl]-1-methyl-3-pyridin-3-yl-2H-imidazo[4,5-c]pyrazole FC(OC1=C(C=CC=C1)C1=NC=2C(N(NC2C=2C=NC=CC2)C)=N1)F